O=C(CCO)CCC(C)C 3-oxoisooctanol